C1(=CC=C(C=C1)C=1C=CC2=C(C=C(O2)C(=O)O)C1)C1=CC=CC=C1 5-([1,1'-biphenyl]-4-yl)benzofuran-2-carboxylic acid